C(C)OC(=O)C1=C(C2=C(N(C(N2C(C)C)=O)C2=CC(=CC=C2)OC(F)F)C=C1)C#N 4-cyano-1-(3-(difluoromethoxy)phenyl)-3-isopropyl-2-oxo-2,3-dihydro-1H-benzo[d]imidazole-5-carboxylic acid ethyl ester